2-{[3-(2-azidopropan-2-yl)-1-methylpyrazolo[3,4-c]pyridin-5-yl]amino}-7,7,8-Trimethyl-7,8-dihydro-5H-pyrano[4,3-b]pyridin-5-one N(=[N+]=[N-])C(C)(C)C1=NN(C2=CN=C(C=C21)NC2=CC=C1C(=N2)C(C(OC1=O)(C)C)C)C